benzyl (2S)-2-(cyanomethyl)-4-(8-methyl-2'-(((S)-1-methylpyrrolidin-2-yl)methoxy)-3,4,5',6'-tetrahydro-2H-spiro[naphthalene-1,7'-pyrano[2,3-d]pyrimidin]-4'-yl)piperazine-1-carboxylate C(#N)C[C@@H]1N(CCN(C1)C=1C2=C(N=C(N1)OC[C@H]1N(CCC1)C)OC1(CC2)CCCC2=CC=CC(=C21)C)C(=O)OCC2=CC=CC=C2